ClC1=C(C(=O)NC2=C3C=NN(C3=CC=C2)C)C=C(C=C1)CNC(=O)C1CCCC1 2-Chloro-5-{[(cyclopentylcarbonyl)amino]methyl}-N-(1-methyl-1H-indazol-4-yl)benzamide